Tetrahydroxy-flavanone OC1=C2C(C(C(OC2=CC=C1)(C1=CC=CC=C1)O)(O)O)=O